2-{2-[6-(2-cyanophenoxy)-pyrimidin-4-yloxy]-phenyl}-3-methoxyacrylate C(#N)C1=C(OC2=CC(=NC=N2)OC2=C(C=CC=C2)C(C(=O)[O-])=COC)C=CC=C1